NC=1NC(C=2N=CN(C2N1)COCCO)=O 2-amino-1,9-dihydro-9-[(2-hydroxyethoxy)methyl]-6H-purin-6-one